The molecule is a member of the class of isocoumarins that is 1H-isochromen-1-one substituted by a 2,4-dioxopentyl group at position 3 and by hydroxy groups at positions 6 and 8. It has a role as an Aspergillus metabolite. It is a heptaketide, a member of isocoumarins, a member of phenols, a beta-diketone and a methyl ketone. CC(=O)CC(=O)CC1=CC2=CC(=CC(=C2C(=O)O1)O)O